C(#N)C1=CC=C(C=C1)C(C(=O)NC=1SC2=C(N1)C=C(C(=C2)OC)OC)OC2=CC=C(C=C2)OCCOC 2-(4-Cyano-phenyl)-N-(5,6-dimethoxy-benzothiazol-2-yl)-2-[4-(2-methoxy-ethoxy)-phenoxy]-acetamide